ClC=1C(=CC(=C(NC=2C3=C(N=CN2)C=CC(=N3)O[C@@H]3CN(CC3)C(=O)OC(C)(C)C)C1)F)OC1CCC1 tert-butyl (3S)-3-[4-[5-chloro-4-(cyclobutoxy)-2-fluoro-anilino]pyrido[3,2-d]pyrimidin-6-yl]oxypyrrolidine-1-carboxylate